C(C(=C)C)(=O)NCCCC[Si](OCC)(OCC)OCC 4-methacrylamidobutyltriethoxysilane